O1C=NC2=C1C=C(C=C2)\C=C\2/N=C(NC2=O)SCC (4Z)-4-(1,3-benzoxazol-6-ylmethylene)-2-ethylsulfanyl-1H-imidazol-5-one